3-(5-methylthiophen-2-yl)azetidine hydrogen chloride salt Cl.CC1=CC=C(S1)C1CNC1